2-(4-Fluoro-phenyl)-1-[6-(1-methyl-1H-imidazol-2-ylmethyl)-2,6-diaza-spiro[3.3]hept-2-yl]-ethanone FC1=CC=C(C=C1)CC(=O)N1CC2(C1)CN(C2)CC=2N(C=CN2)C